C1=CC=CC=2C3=CC=CC=C3N(C12)CCCCOC=1C=C2C=CC(=CC2=CC1)C#N 6-(4-(9H-carbazole-9-yl)butoxy)-2-naphthonitrile